ClC1=NC=C(C(=C1)NCC1(CC1)CO)C#CC=1C=NN(C1)C (1-(((2-Chloro-5-((1-methyl-1H-pyrazol-4-yl)ethynyl)pyridin-4-yl)amino)methyl)cyclopropyl)methanol